(2S,3R)-1-(4-(4-(3-aminooxetan-3-yl)-3-fluorophenyl)-7,7-difluoro-6,7-dihydro-5H-cyclopenta[d]pyrimidin-2-yl)-2-methylazetidin-3-ol NC1(COC1)C1=C(C=C(C=C1)C=1C2=C(N=C(N1)N1[C@H]([C@@H](C1)O)C)C(CC2)(F)F)F